(S)-1-((6-chloro-2-morpholinylpyrimidin-4-yl)amino)propan-2-ol ClC1=CC(=NC(=N1)N1CCOCC1)NC[C@H](C)O